[2-(4-Butylphenyl)ethynyl]1,3-difluoro-2-(2-isothiocyanatoethynyl)benzene C(CCC)C1=CC=C(C=C1)C#CC1=C(C(=C(C=C1)F)C#CN=C=S)F